ClC1=C(C=C(C=C1N)C)N(C)C1=C(C=CC=C1C)F 2-chloro-N1-(2-fluoro-6-methylphenyl)-N1,5-dimethylbenzene-1,3-diamine